(piperazin-1-yl)cyclopropanecarbonitrile N1(CCNCC1)C1(CC1)C#N